3-chloro-N-[(1r,3s)-3-{[6-fluoro-2-(trifluoromethyl)quinolin-4-yl]amino}cyclohexyl]-4-methanesulfonyl-benzamide ClC=1C=C(C(=O)N[C@H]2C[C@H](CCC2)NC2=CC(=NC3=CC=C(C=C23)F)C(F)(F)F)C=CC1S(=O)(=O)C